FC1=C(CC2=NC3=C(N2CCOC)C(=C(C=C3)C(=O)O)F)C=C(C(=C1)C1=NC(=CC=C1)OCC1=C(C=C(C=C1)N1N=NC=C1)F)F 2-(2,5-difluoro-4-(6-((2-fluoro-4-(1H-1,2,3-triazol-1-yl)benzyl)oxy)pyridin-2-yl)benzyl)-7-fluoro-1-(2-methoxyethyl)-1H-benzo[d]imidazole-6-carboxylic acid